N,N'-dimethyl-9,9'-biacridinium C[N+]1=C2C=CC=CC2=C(C2=CC=CC=C12)C=1C2=CC=CC=C2[N+](=C2C=CC=CC12)C